N-((6-(8-oxa-3-azabicyclo[3.2.1]oct-3-yl)-4-morpholinopyridin-3-yl)methyl)-1H-pyrazole-5-carboxamide C12CN(CC(CC1)O2)C2=CC(=C(C=N2)CNC(=O)C2=CC=NN2)N2CCOCC2